6-(pyrazolo[1,5-a]pyrazin-3-ylmethyl)-N-(5-(trifluoromethyl)pyridin-3-yl)-4,5,6,7-tetrahydrothieno[2,3-c]pyridine-3-carboxamide N1=CC(=C2N1C=CN=C2)CN2CC1=C(CC2)C(=CS1)C(=O)NC=1C=NC=C(C1)C(F)(F)F